CC1(OC2(CO1)COCC2CC(=O)[O-])C 2,2-dimethyl-1,3,7-Trioxaspiro[4.4]nonane-9-acetate